(S)-2-methyl-4-hexynoic acid C[C@H](C(=O)O)CC#CC